N-(chloromethyl)-2-trifluoromethylbenzamide ClCNC(C1=C(C=CC=C1)C(F)(F)F)=O